5-(4-chloropiperazin-1-yl)-7-hydroxy-2,3-dihydro-1,4-benzodioxine ClN1CCN(CC1)C1=CC(=CC=2OCCOC21)O